F[C@H]1CN(CC[C@H]1NC1=CC=CC2=C(N(N=C12)C#CCNC1=C(C=C(C=C1)S(=O)(=O)NC)OC)C=C)C 4-((3-(7-(((3S,4R)-3-fluoro-1-methylpiperidin-4-yl)amino)-3-vinyl-2H-indazol-2-yl)prop-2-yn-1-yl)amino)-3-methoxy-N-methylbenzenesulfonamide